4-(7-(8-ethylnaphthalen-1-yl)-8-fluoro-2-((hexahydro-1H-pyrrolizin-7a-yl)methoxy)pyrido[4,3-d]pyrimidin-4-yl)-6-methyl-1,4-oxaazepan-6-ol C(C)C=1C=CC=C2C=CC=C(C12)C1=C(C=2N=C(N=C(C2C=N1)N1CCOCC(C1)(O)C)OCC12CCCN2CCC1)F